2-[3-bromo-4-[[5-[2-(4-piperidyl)ethyl]-2-pyridyl]oxy]phenyl]propan-2-ol BrC=1C=C(C=CC1OC1=NC=C(C=C1)CCC1CCNCC1)C(C)(C)O